Methyl 2-(methylthio)-4,7-dioxo-3,4,5,6,7,8-hexahydropyrido[2,3-d]pyrimidine-5-carboxylate CSC=1NC(C2=C(N1)NC(CC2C(=O)OC)=O)=O